C(C)C=1N=C(NC1)CN1CC2(C1)CN(C2)S(=O)(=O)C=2C(=NC(=CC2)C(F)(F)F)C 2-((4-ethyl-1H-imidazol-2-yl)methyl)-6-((2-methyl-6-(trifluoromethyl)pyridin-3-yl)sulfonyl)-2,6-diazaspiro[3.3]heptane